3-((7-bromobenzofuran-5-yl)methoxy)-4-(2-ethoxy-2-oxoethyl)benzoic acid ethyl ester C(C)OC(C1=CC(=C(C=C1)CC(=O)OCC)OCC=1C=C(C2=C(C=CO2)C1)Br)=O